F[C@H]1[C@H](C1)C(=O)NC1=CC=C2C(=N1)NC=C2C2=CC1=C(NC=N1)C=C2OC (1R,2R)-2-fluoro-N-[3-(6-methoxy-1H-1,3-benzodiazol-5-yl)-1H-pyrrolo[2,3-b]pyridin-6-yl]cyclopropane-1-carboxamide